ClC=1C=C(OC2CN(C2)C=2C(=C(C(=O)OC)C=CC2)N2C=CC=C2)C=CC1OC1=CC=CC=C1 Methyl 3-(3-(3-chloro-4-phenoxyphenoxy) azetidin-1-yl)-2-(1H-pyrrol-1-yl)benzoate